NC(C(=O)NC1=CC=C(C=C1)C1=CC=C(C=C1)OC(F)(F)F)CCC 2-amino-N-(4'-(trifluoromethoxy)-[1,1'-biphenyl]-4-yl)pentanamide